chloro-3-[3-(morpholine-4-carbonyl)pyrrolidin-1-yl]xanthen-9-one ClC1=CC(=CC=2OC3=CC=CC=C3C(C12)=O)N1CC(CC1)C(=O)N1CCOCC1